N-(5-(3-(9H-purin-6-yl)pyridin-2-ylamino)-2-fluorophenyl)-4-fluoro-3-(trifluoromethoxy)benzamid N1=CN=C2NC=NC2=C1C=1C(=NC=CC1)NC=1C=CC(=C(C1)NC(C1=CC(=C(C=C1)F)OC(F)(F)F)=O)F